6-tert-butyl-1,2,4-triazin-3-amine C(C)(C)(C)C1=CN=C(N=N1)N